5-chloro-N-[(2S)-1-({(1S)-1-cyano-2-[(3S)-2-oxopyrrolidin-3-yl]ethyl}amino)-4,4-dimethyl-1-oxopentan-2-yl]-1H-benzoimidazole-2-carboxamide ClC1=CC2=C(NC(=N2)C(=O)N[C@H](C(=O)N[C@@H](C[C@H]2C(NCC2)=O)C#N)CC(C)(C)C)C=C1